3-(1-benzyl-5-(4-fluorophenyl)-3,4-dimethyl-2-oxo-2,3-dihydro-1H-pyrrol-3-yl)-2-methylpropanoic acid methyl ester COC(C(CC1(C(N(C(=C1C)C1=CC=C(C=C1)F)CC1=CC=CC=C1)=O)C)C)=O